2-(2-amino-1,3-thiazol-4-yl)-1-(4-methyl-1,4'-bipiperidin-1'-yl)ethanone NC=1SC=C(N1)CC(=O)N1CCC(CC1)N1CCC(CC1)C